C1(CC1)NC(C1=C(C=CC=C1)SC1=CC=C2C(=NNC2=C1)\C=C\C1=NC=C(C=C1)CCCN1CCCC1)=O N-cyclopropyl-2-({3-[(E)-2-{5-[3-(pyrrolidin-1-yl)propyl]pyridin-2-yl}vinyl]-1H-indazol-6-yl}thio)benzamide